CCCCC(CC)COC(=O)CCCCC(=O)OCC(CC)CCCC DIETHYLHEXYL ADIPATE